(4-(((3-nitroquinolin-4-yl)amino)methyl)phenyl)carbamic acid tert-butyl ester C(C)(C)(C)OC(NC1=CC=C(C=C1)CNC1=C(C=NC2=CC=CC=C12)[N+](=O)[O-])=O